FC1=CC(=CC=2OC[C@@H](C(NC21)=O)NC(=O)C2=NNC=1CC[C@H](CC21)C(F)(F)F)C (R)-N-((S)-6-fluoro-8-methyl-4-oxo-2,3,4,5-tetrahydrobenzo[b][1,4]oxazepin-3-yl)-5-(trifluoromethyl)-4,5,6,7-tetrahydro-1H-indazole-3-carboxamide